(S)-tert-butyl-7-(4-((3-(((benzyloxy)carbonyl)amino)-4-methoxy-4-oxobutyl) (3,3-difluoropropyl)amino)butyl)-3,4-dihydro-1,8-naphthyridine-1(2H)-carboxylate C(C)(C)(C)OC(=O)N1CCCC2=CC=C(N=C12)CCCCN(CCC(F)F)CC[C@@H](C(=O)OC)NC(=O)OCC1=CC=CC=C1